ClC1=C(C(=O)N2CCN(CC2)C(=O)N2C[C@@H](N(CC2)C(=O)OC(C)(C)C)CO)C=CC(=C1)NC=1C=2N(C=CN1)C(=CN2)C2=C(C(=C(C=C2)OCC#N)F)F tert-butyl (2R)-4-[4-[2-chloro-4-[[3-[4-(cyanomethoxy)-2,3-difluorophenyl]imidazo[1,2-a]pyrazin-8-yl]amino]benzoyl]piperazine-1-carbonyl]-2-(hydroxymethyl)piperazine-1-carboxylate